C(C)[C@]1(C(OCC=2C(N3CC=4C=C5C=CC(=CC5=NC4C3=CC12)\C=C\C(C1=CC=CC=C1)=O)=O)=O)O (19S)-19-Ethyl-19-hydroxy-6-[(E)-3-oxo-3-phenylprop-1-enyl]-17-oxa-3,13-diazapentacyclo[11.8.0.02,11.04,9.015,20]henicosa-1(21),2(11),3,5,7,9,15(20)-heptaene-14,18-dione